4-amino-N-(4-bromobenzyl)-N,1,7-trimethyl-1H-pyrazolo[4,3-c]quinoline-8-carboxamide NC1=NC=2C=C(C(=CC2C2=C1C=NN2C)C(=O)N(C)CC2=CC=C(C=C2)Br)C